OC1=C(C(N(C2=CC=C(N=C12)C)C)=O)C#N 4-hydroxy-1,6-dimethyl-2-oxo-1,5-naphthyridine-3-carbonitrile